BrC1=CC(=C(C=C1)C(C)N(C(C1=CC(=CC=C1)F)=O)CC=1C=NC=CC1)Cl N-(1-(4-bromo-2-chlorophenyl)ethyl)-3-fluoro-N-(pyridin-3-ylmethyl)benzamide